ClC1=C(N=C(NC1=O)C1=CC(=NC=C1)F)N1CC2(CC1)NCCCC2 5-chloro-4-(2,6-diazaspiro[4.5]decan-2-yl)-2-(2-fluoro-4-pyridinyl)-1H-pyrimidin-6-one